NCCN1C(NC(C1=O)(C)C)=O 3-(2-aminoethyl)-5,5-dimethyl-imidazolidine-2,4-dione